(R)-1'-(5-Amino-1-((S or R)-1-(tetrahydro-2H-pyran-4-yl)propyl)-1H-pyrazole-4-carbonyl)-6-chloro-5-fluorospiro[benzo[d][1,3]oxazine-4,3'-piperidin]-2(1H)-one NC1=C(C=NN1[C@@H](CC)C1CCOCC1)C(=O)N1C[C@@]2(CCC1)C1=C(NC(O2)=O)C=CC(=C1F)Cl |o1:6|